C(CCC)NC=1C2=C(N=C(N1)C1=CC=NC=C1)C=NC=C2 N-butyl-2-(pyridin-4-yl)pyrido[3,4-d]pyrimidin-4-amine